T-butyl (2R,4S)-4-fluoro-2-((3-(2-((3-methoxy-1-methyl-1H-pyrazol-4-yl)amino)-5-methylpyrimidin-4-yl)-1H-indol-7-yl)carbamoyl)pyrrolidine-1-carboxylate F[C@H]1C[C@@H](N(C1)C(=O)OC(C)(C)C)C(NC=1C=CC=C2C(=CNC12)C1=NC(=NC=C1C)NC=1C(=NN(C1)C)OC)=O